propane, bromide salt [Br-].CCC